COC1=CC=C(CN2N=CC(=C2C)C(CC#N)=O)C=C1 3-(1-(4-methoxybenzyl)-5-methyl-1H-pyrazol-4-yl)-3-oxopropionitrile